(S)-2-((4-((2-hydroxy-1-phenylethyl)amino)-5-(3-methyl-1,2,4-oxadiazol-5-yl)pyrimidin-2-yl)amino)-7,7-dimethyl-6-propyl-6,7-dihydro-5H-pyrrolo[3,4-b]pyridin-5-one OC[C@H](C1=CC=CC=C1)NC1=NC(=NC=C1C1=NC(=NO1)C)NC1=CC=C2C(=N1)C(N(C2=O)CCC)(C)C